benzyliden-camphene-2-one methyl-sulfate COS(=O)(=O)O.C(C1=CC=CC=C1)=C1C2=CC(C(C1)(C2(C)C)C)=O